6-bromo-8-fluoro-2-isopropylquinolin-4-ol BrC=1C=C2C(=CC(=NC2=C(C1)F)C(C)C)O